2,2'-((4-bromophenyl)methylene)bis(3-hydroxy-5,5-dimethylcyclohex-2-en-1-one) BrC1=CC=C(C=C1)C(C=1C(CC(CC1O)(C)C)=O)C=1C(CC(CC1O)(C)C)=O